(2S)-1-((3-(1H-indol-3-yl)propionyl)alanyl)pyrrolidine-2-carboxamide tert-butyl-3-hydroxy-3-(2-methoxy-2-oxo-ethyl)pyrrolidine-1-carboxylate C(C)(C)(C)OC(=O)N1CC(CC1)(CC(=O)OC)O.N1C=C(C2=CC=CC=C12)CCC(=O)N[C@@H](C)C(=O)N1[C@@H](CCC1)C(=O)N